CN(C1=CC=CC2=CC=CC(=C12)N(C)C)C N,N,N',N'-Tetramethylnaphthalene-1,8-diamine